C(C)OC(=O)C=1CN(CCC1N[C@@H](C)C1=CC=CC=C1)C(=O)OC(C)(C)C 4-((S)-1-phenyl-ethylamino)-5,6-dihydro-2H-pyridine-1,3-dicarboxylic acid 1-tert-butyl 3-ethyl ester